fluorine butyryl fluoride C(CCC)(=O)F.[F]